CC1=CC(CC(C1(/C=C/C(=C/C(=O)O)/C)O)(C)C)O The molecule is an apo carotenoid sesquiterpenoid that is 2-trans-abscisic acid in which the keto group at position 4' has been reduced to the corresponding alcohol. It has a role as an Arabidopsis thaliana metabolite. It is an alpha,beta-unsaturated monocarboxylic acid, an apo carotenoid sesquiterpenoid, a tertiary allylic alcohol and a secondary allylic alcohol.